2,6-Dichloro-4-(thiazol-2-ylamino)nicotinamide ClC1=C(C(=O)N)C(=CC(=N1)Cl)NC=1SC=CN1